C1NC[C@@H]2CN(CC[C@@H]21)C2=CN=C1C(=N2)N(N=C1)CC(F)F |r| rac-6-[(3aR,7aS)-octahydro-1H-pyrrolo[3,4-c]pyridin-5-yl]-1-(2,2-difluoroethyl)-1H-pyrazolo[3,4-b]pyrazine